C(#N)CN1C(=CC2=CC=CC=C12)C(=O)OCC ethyl 1-(cyanomethyl)-1H-indole-2-carboxylate